CN1S(CCC2=C1C=CC(=C2)OCCN2CCC1(CC2)C(NC2=CC=C(C=C21)C#N)=O)(=O)=O 1'-{2-[(1-methyl-2,2-dioxo-3,4-dihydro-1H-2lambda6,1-benzothiazin-6-yl)oxy]ethyl}-2-oxo-1,2-dihydrospiro[indole-3,4'-piperidine]-5-carbonitrile